(4-(1-(propan-2-yl-d7)-4-(trifluoromethyl)-1H-imidazol-2-yl)phenyl)methanamine C(C(C([2H])([2H])[2H])(N1C(=NC(=C1)C(F)(F)F)C1=CC=C(C=C1)CN)[2H])([2H])([2H])[2H]